[5-oxo-4-(2,2,2-trifluoroethyl)pyrazin-2-yl]boronic acid O=C1N(C=C(N=C1)B(O)O)CC(F)(F)F